N-(3-fluoro-4-methoxyphenyl)-4-methylpiperidine-4-carboximidamide FC=1C=C(C=CC1OC)NC(=N)C1(CCNCC1)C